Cl.C1(CC1)CON cyclopropylmethyloxyamine hydrochloride